3-(2-oxo-4-(piperazin-1-yl)-2,3-dihydro-1H-benzo[d]imidazol-1-yl)piperidine-2,6-dione O=C1NC2=C(N1C1C(NC(CC1)=O)=O)C=CC=C2N2CCNCC2